FC1=NC=CC(=C1)NC(=O)N1CCN(CC1)C1=C2C(=NC=C1)NC(N2)=O N-(2-fluoropyridin-4-yl)-4-(2,3-dihydro-2-oxo-1H-imidazo[4,5-b]pyridin-7-yl)piperazine-1-carboxamide